COC(C(C(=O)OC)[C@@H](C[N+](=O)[O-])C1=C(C=NC=C1F)F)=O |o1:8| (R*)-2-[1-(3,5-difluoropyridin-4-yl)-2-nitroethyl]malonic acid dimethyl ester